2-[4-(propan-2-yl)-4,5-dihydro-1H-imidazol-2-yl]pyridin-3-amine CC(C)C1N=C(NC1)C1=NC=CC=C1N